(R)-6-[(S)-2-(4-Carboxy-phenyl)-3-oxo-hexahydro-imidazo[1,5-a]pyrazin-7-ylmethyl]-4-(2-chloro-4-fluoro-phenyl)-2-thiazol-2-yl-1,4-dihydro-pyrimidine-5-carboxylic acid methyl ester COC(=O)C=1[C@@H](N=C(NC1CN1C[C@@H]2N(CC1)C(N(C2)C2=CC=C(C=C2)C(=O)O)=O)C=2SC=CN2)C2=C(C=C(C=C2)F)Cl